COC(=O)[C@@H]1C[C@H](CCC1)OC=1C(=NC(=CC1)C=1N=NN(C1CCO)C)C (1S,3S)-3-((6-(5-(2-hydroxyethyl)-1-methyl-1H-1,2,3-triazol-4-yl)-2-methylpyridin-3-yl)oxy)cyclohexane-1-carboxylic acid methyl ester